diethyl L-valyl-D-glutamate N[C@@H](C(C)C)C(=O)N[C@H](CCC(=O)OCC)C(=O)OCC